C(C1=CC=CC=C1)OC=1C=CC2=C(C(=C(S2)C)C(=O)NC2COCC2)C1 5-(benzyloxy)-2-methyl-N-(oxolan-3-yl)-1-benzothiophene-3-carboxamide